ClC1=C(C(=O)P(C2=C(C=C(C=C2)OC)OC)(C(C2=C(C=CC=C2Cl)Cl)=O)=O)C(=CC=C1)Cl bis-(2,6-dichlorobenzoyl)-2,4-dimethoxy-phenyl-phosphine oxide